(S)-N-(7-(3-hydroxy-3-methylbut-1-yn-1-yl)-5-methyl-4-oxo-2,3,4,5-Tetrahydrobenzo[b][1,4]oxazepine-3-yl)-3-(thiophen-2-yl)imidazo[2,1-b]thiazole-6-carboxamide OC(C#CC1=CC2=C(OC[C@@H](C(N2C)=O)NC(=O)C=2N=C3SC=C(N3C2)C=2SC=CC2)C=C1)(C)C